C1N(CC2C1CCC2)C2=CC=CC(=N2)S(=O)(=O)C2=C(C(=NC=C2)N2C(CC(C2)C)(C)C)C(=O)N [6-(3,3a,4,5,6,6a-hexahydro-1H-cyclopenta[c]pyrrol-2-yl)-2-pyridyl]sulfonyl-2-(2,2,4-trimethylpyrrolidin-1-yl)pyridine-3-carboxamide